C1(=CC=CC=C1)S(=O)C1=NC=C(C=C1C(=NO)N)C(F)(F)F 2-(benzenesulfinyl)-N'-hydroxy-5-(trifluoromethyl)pyridine-3-carboxamidine